(1R,2R,3S,6S,7S)-4-[(2S)-2-(2-chloro-2,2-difluoroacetamido)-3,3-dimethylbutanoyl]-10,10-difluoro-4-azatricyclo[5.2.1.0^{2,6}]dec-8-ene-3-carboxylic acid ClC(C(=O)N[C@H](C(=O)N1[C@@H]([C@H]2[C@H]3C=C[C@@H]([C@H]2C1)C3(F)F)C(=O)O)C(C)(C)C)(F)F